2,5-di-tert-butyl-6-methyl-phenol C(C)(C)(C)C1=C(C(=C(C=C1)C(C)(C)C)C)O